1,2-Dibromo-3-iodobenzene BrC1=C(C(=CC=C1)I)Br